8-(4,4-Difluorocyclohex-1-en-1-yl)-9-(4-((1-(3-fluoropropyl)azetidin-3-yl)methyl)phenyl)-6,7-dihydro-5H-benzo[7]annulen FC1(CC=C(CC1)C=1CCCC2=C(C1C1=CC=C(C=C1)CC1CN(C1)CCCF)C=CC=C2)F